C(C)C=1C=C(C=CC1F)[C@H](CO)O (R)-1-(3-ethyl-4-fluorophenyl)ethane-1,2-diol